C(C)N1N=CC(=C1)NC(=O)C1=CC=2N(C=C1OC)N=C(C2CC)C(O)(C2=C(C=CC=C2)F)C2=C(C=CC=C2)F 2-[Bis-(2-fluoro-phenyl)-hydroxy-methyl]-3-ethyl-6-methoxy-pyrazolo[1,5-a]pyridine-5-carboxylic acid (1-ethyl-1H-pyrazol-4-yl)-amide